methylene-bis(2,4-di-tert-butylphenyl) phosphate P1(=O)(OC2=C(C(=C(C=C2)C(C)(C)C)CC=2C(=C(C=CC2C(C)(C)C)O1)C(C)(C)C)C(C)(C)C)[O-]